C1(=CC=CC=C1)N1CC=2C=C(N=CC2CC1)CN (6-Phenyl-5,6,7,8-tetrahydro-2,6-naphthyridin-3-yl)methylamine